(E)-benzophenone O-(3-chloroallyloxy) oxime ClC=CCOON=C(C1=CC=CC=C1)C1=CC=CC=C1